N1=CCC=2C(=CC=CC12)C#N 3H-indole-4-carbonitrile